COC1=CC=C(C(=O)NC=2SC=C(N2)C2=CC=CC=C2)C=C1 4-methoxy-N-(4-phenyl-1,3-thiazol-2-yl)benzamide